S1C(=CC=C1)C(CCN(C)C)O 1-(2-thienyl)-3-(dimethylamino)-1-propanol